C(CCCCCCCCCCCCCCCC)C1=CC(OC2=CC(=CC=C12)O)=O 4-heptadecyl-7-hydroxycoumarin